FC1=C(C(=C(C(=C1OB(OC1=C(C(=C(C(=C1F)F)F)F)F)OC1=C(C(=C(C(=C1F)F)F)F)F)F)F)F)F.C(CCC)[N+](C1=CC=CC=C1)(C)C N-butyl-N,N-dimethylanilinium tris(pentafluorophenyl)borate